ethyl 2-(5-(2-(dimethylamino)ethyl)-3-fluoro-2-oxo-4-(trifluoromethyl)pyridin-1(2H)-yl)-4-methylpentanoate CN(CCC=1C(=C(C(N(C1)C(C(=O)OCC)CC(C)C)=O)F)C(F)(F)F)C